C1(=CC=C(C=C1)C=1OCC(N1)C)C=1OCC(N1)C 2,2'-p-phenylene-bis(4-methyl-2-oxazoline)